[C@H]12CN(C[C@H](CC1)N2)C2=NC(=NC1=C(C(=CC=C21)C2=C1C=NNC1=CC=C2C(F)(F)F)F)OC[C@]21CCCN1C[C@@H](C2)F 4-((1R,5S)-3,8-diazabicyclo[3.2.1]octan-3-yl)-8-fluoro-2-(((2R,7aS)-2-fluorotetrahydro-1H-pyrrolizin-7a(5H)-yl)methoxy)-7-(5-(trifluoromethyl)-1H-indazol-4-yl)quinazoline